dichloro(3-chloropropyl)(methyl)silane Cl[Si](C)(CCCCl)Cl